phenylbiphenyleneOne C1(=CC=CC=C1)C1C(C=2C3=CC=CC=C3C2C=C1)=O